BrC1=CC=C(C=C1)C=1OC2=C(N1)C=CC(=C2)OC (4-bromophenyl)-6-methoxybenzo[d]oxazole